N-[6-[[3-methyl-1,5-dioxo-3-(trifluoromethyl)-2H-imidazo[1,5-a]pyridin-6-yl]amino]pyrimidin-4-yl]cyclopropanecarboxamide CC1(NC(C=2N1C(C(=CC2)NC2=CC(=NC=N2)NC(=O)C2CC2)=O)=O)C(F)(F)F